rac-5-{2-[(2R,5S)-2-[4-(cyclopropylmethyl)phenyl]-5-methylpiperidin-1-Yl]-2-oxoacetamido}Pyridine-3-carboxamide C1(CC1)CC1=CC=C(C=C1)[C@@H]1N(C[C@H](CC1)C)C(C(=O)NC=1C=C(C=NC1)C(=O)N)=O |r|